FC=1C(=NC(=NC1)N[C@H]1CNC[C@@H]1F)C1=CN=C2N1C=C(N=C2)C(C)(C)O 2-(3-(5-fluoro-2-(((3S,4S)-4-fluoropyrrolidin-3-yl)amino)pyrimidin-4-yl)imidazo[1,2-a]pyrazin-6-yl)propan-2-ol